Cl.C1(CCCCC1)C(C(=O)NC1CCCCC1)N1C(=NC2=C1C=CC=C2)C2=CC(=CC=C2)OC 2,N-dicyclohexyl-2-[2-(3-methoxy-phenyl)-benzimidazol-1-yl]-acetamide hydrogen chloride